(±)-(trans)-N-[8-(benzhydrylideneamino)-6-(4-methyl-3-pyridyl)-7-(trifluoromethyl)-3-isoquinolyl]-2-cyano-cyclopropanecarboxamide C(C1=CC=CC=C1)(C1=CC=CC=C1)=NC=1C(=C(C=C2C=C(N=CC12)NC(=O)[C@H]1[C@@H](C1)C#N)C=1C=NC=CC1C)C(F)(F)F |r|